(R)-2-(5-amino-2-(furan-2-yl)-7H-pyrazolo[4,3-e][1,2,4]triazolo[1,5-c]pyrimidin-7-yl)-N-((4-methylpyridin-2-yl)methyl)-2-phenylpropanamide NC1=NC2=C(C=3N1N=C(N3)C=3OC=CC3)C=NN2[C@](C(=O)NCC2=NC=CC(=C2)C)(C)C2=CC=CC=C2